CN(C)CC1=CC=C(C=C1)NC(=C1C(NC2=CC=CC=C12)=O)C1=CC=CC=C1 3-(((4-((Dimethyl-amino)methyl)phenyl)amino)(phenyl)methylene)-2-oxoindolin